FC1([C@H](CNC1)OC1=CC2=C(C=N1)C=NN2CC(F)(F)F)F (S)-6-((4,4-difluoropyrrolidin-3-yl)oxy)-1-(2,2,2-trifluoroethyl)-1H-pyrazolo[4,3-c]pyridine